ethyl 4-(4-oxo-1-piperidyl)benzoate O=C1CCN(CC1)C1=CC=C(C(=O)OCC)C=C1